COC(=O)N1CCC2(CC1)C[C@H](C1=CC(=CC=C12)C1=CC=C2C=CN=C(C2=C1)N)OC1=C(C=CC=C1)CC(=O)OCC (R)-5-(1-Aminoisoquinolin-7-yl)-3-(2-(2-ethoxy-2-oxoethyl)phenoxy)-2,3-dihydrospiro[indene-1,4'-piperidine]-1'-carboxylic acid methyl ester